CC1=NN(C(=C1)N1CCNCC1)C1=CC=CC=C1 1-(3-methyl-1-phenyl-5-pyrazolyl)piperazine